5-[2-chloro-4-(trifluoromethyl)-phenoxy]-2-nitrobenzoic acid ClC1=C(OC=2C=CC(=C(C(=O)O)C2)[N+](=O)[O-])C=CC(=C1)C(F)(F)F